NC1=NC=NN2C1=C(C(=C2[C@H](C)C=2C=NN(C2)C2=C(C=CC=C2)F)C#N)C=2C=NC(=NC2)C(F)F 4-amino-5-[2-(difluoromethyl)pyrimidin-5-yl]-7-{(1R)-1-[1-(2-fluorophenyl)-1H-pyrazol-4-yl]ethyl}pyrrolo[2,1-f][1,2,4]triazine-6-carbonitrile